rac-tert-butyl (1S,2S,3R,5R)-3-((6-(4-(benzyloxy)-6-(1-methyl-1H-pyrazol-4-yl)pyridin-3-yl)pyridazin-3-yl)oxy)-2-fluoro-8-azabicyclo[3.2.1]octane-8-carboxylate C(C1=CC=CC=C1)OC1=C(C=NC(=C1)C=1C=NN(C1)C)C1=CC=C(N=N1)O[C@H]1[C@H]([C@@H]2CC[C@H](C1)N2C(=O)OC(C)(C)C)F |r|